Methyl-2-(6-trifluoromethoxy-benzothiazol-2-ylamino)-1H-benzoimidazole-5-carboxylic acid (2-ethoxy-ethyl)-amide C(C)OCCNC(=O)C1=CC2=C(N(C(=N2)NC=2SC3=C(N2)C=CC(=C3)OC(F)(F)F)C)C=C1